(E)-2-((2-(3-(2-chlorophenyl)-1,2,4-thiadiazol-5-yl)-2-methylhydrazino)methyl)benzoic acid ClC1=C(C=CC=C1)C1=NSC(=N1)N(NCC1=C(C(=O)O)C=CC=C1)C